ClC=1C=C2C(NC(C2=CC1Cl)([2H])[2H])([2H])[2H] 5,6-dichloroisoindoline-1,1,3,3-d